(R)-5-(4-((7-ethyl-6-oxo-5,6-dihydro-1,5-naphthyridin-3-yl)methyl)piperazin-1-yl)-N-(2-hydroxypropyl)picolinamide C(C)C=1C(NC=2C=C(C=NC2C1)CN1CCN(CC1)C=1C=CC(=NC1)C(=O)NC[C@@H](C)O)=O